BrC=1C=CC(=NC1)C1=C(C(=NO1)C)CO (5-(5-bromopyridin-2-yl)-3-methylisoxazol-4-yl)methanol